NC1=NC2=NC=C(N=C2C(=N1)O)CN(C(C(F)(F)F)=O)C1=CC=C(C(=O)N[C@H](C(=O)O)CCC(N2CCC3(CC2)CCNCC3)=O)C=C1 (S)-2-(4-(N-((2-amino-4-hydroxypteridin-6-yl)methyl)-2,2,2-trifluoroacetamido)benzamido)-5-oxo-5-(3,9-diazaspiro[5.5]undecan-3-yl)pentanoic acid